2-(3,7-dimethylocta-2,6-dien-1-yl)-1,3-bis(methoxymethoxy)-5-pentylbenzene CC(=CCC1=C(C=C(C=C1OCOC)CCCCC)OCOC)CCC=C(C)C